FC1=C(C=CC(=C1)F)NC(=O)NC1=C(C=C(C=C1)F)F 1,3-bis(2,4-difluorophenyl)urea